tert-butyl ((3R,5R)-1-(1-((1-(4-cyanobenzoyl)azetidin-3-yl)methyl)-2-(1-(cyclopropylmethyl)-1H-indol-2-yl)-7-methoxy-1H-benzo[d]imidazole-5-carbonyl)-5-fluoropiperidin-3-yl)carbamate C(#N)C1=CC=C(C(=O)N2CC(C2)CN2C(=NC3=C2C(=CC(=C3)C(=O)N3C[C@@H](C[C@H](C3)F)NC(OC(C)(C)C)=O)OC)C=3N(C2=CC=CC=C2C3)CC3CC3)C=C1